ClC=1C(=C(C=CC1)C#CC=1N(C(=C(N1)C#N)C=1C=NC(=CC1)C)C)C 2-[2-(3-chloro-2-methyl-phenyl)ethynyl]-1-methyl-5-(6-methyl-3-pyridinyl)imidazole-4-carbonitrile